zinc β-naphthoate C1=C(C=CC2=CC=CC=C12)C(=O)[O-].[Zn+2].C1=C(C=CC2=CC=CC=C12)C(=O)[O-]